ClC=1C=C(C=2CCC(C2C1)O)S(=O)(=O)NC1=C(C(=C(C=C1)F)C=1C=C2C=NC(=NC2=CC1)NC1CCN(CC1)CC(C)OC)F 6-chloro-N-(2,4-difluoro-3-(2-((1-(2-methoxypropyl)piperidin-4-yl)amino)quinazolin-6-yl)phenyl)-1-hydroxy-2,3-dihydro-1H-indene-4-sulfonamide